benzyl (S)-2-(2-(3-cyclopropyl-5-(3,5-dimethyl-1H-pyrazol-1-yl)phenyl)-4-methoxy-4-carbonylbutyl)-2,6-diazaspiro[3.4]octane-6-carboxylate C1(CC1)C=1C=C(C=C(C1)N1N=C(C=C1C)C)[C@@H](CN1CC2(C1)CN(CC2)C(=O)OCC2=CC=CC=C2)CC(=C=O)OC